7-[2-(1-cyclopropylpyrazol-4-yl)-6-methyl-morpholin-4-yl]-9-(2,4-difluorophenyl)-3-(trifluoromethyl)pyrido[1,2-a]pyrimidin-4-one C1(CC1)N1N=CC(=C1)C1CN(CC(O1)C)C=1C=C(C=2N(C(C(=CN2)C(F)(F)F)=O)C1)C1=C(C=C(C=C1)F)F